(±)-trans-4-Phenyl-N-[3-(pyridin-3-yl)phenyl]-1-(tetrahydro-2H-pyran-4-yl)pyrrolidine-3-carboxamide C1(=CC=CC=C1)[C@H]1[C@@H](CN(C1)C1CCOCC1)C(=O)NC1=CC(=CC=C1)C=1C=NC=CC1 |r|